[N+](=O)([O-])C=1C(=NN(C1)COCC[Si](C)(C)C)OCC1COCC1 4-nitro-3-((tetrahydrofuran-3-yl)methoxy)-1-((2-(trimethylsilyl)ethoxy)methyl)-1H-pyrazole